ClC1=CC(=C(C(=C1)C)C1=CC=C2C(=N1)N=C(O2)N[C@H]2CN(CCC2)CCCC(=O)OC)O Methyl 4-[(3R)-3-[[5-(4-chloro-2-hydroxy-6-methyl-phenyl)oxazolo[4,5-b]pyridin-2-yl]amino]-1-piperidyl]butanoate